FC(C(=O)[O-])(F)F.C(=O)(O)C[N+](C)(CCCCCNC(C1=C(C=C(C=C1)NC=1C=2N(C=CN1)C(=CN2)C2=C(C(=C(C=C2)OC)F)F)CC)=O)CC(=O)O bis(carboxymethyl)-[5-[[4-[[3-(2,3-difluoro-4-methoxy-phenyl)imidazo[1,2-a]pyrazin-8-yl]amino]-2-ethyl-benzoyl]amino]pentyl]-methyl-ammonium 2,2,2-trifluoroacetate